C(C)OC(=O)C1=NN(C(=C1C=COC)Cl)CC1=C(C=CC(=C1)F)F 5-chloro-1-(2,5-Difluorobenzyl)-4-(2-methoxyvinyl)-1H-pyrazole-3-carboxylic acid ethyl ester